N-(2-cyano-5-(trifluoromethyl)phenyl)-2-((3-(2,6-dioxopiperidin-3-yl)-1-methyl-1H-indazol-7-yl)oxy)acetamide C(#N)C1=C(C=C(C=C1)C(F)(F)F)NC(COC=1C=CC=C2C(=NN(C12)C)C1C(NC(CC1)=O)=O)=O